isovaleryl alcohol C(CC(C)C)(=O)O